8-hydroxy-2-methyl-3H-quinazolin-4-one OC=1C=CC=C2C(NC(=NC12)C)=O